2-methyl-4-pentylphloroglucinol CC1=C(O)C=C(C(=C1O)CCCCC)O